C(C)(C)(C)OC(=O)N1[C@@H](CCC1)C=1NC(=C(N1)C1=CC=C(C=C1)C(NC1=NC=CC(=C1)OC)=O)C(=O)OCC (S)-ethyl 2-(1-(tert-butoxycarbonyl) pyrrolidin-2-yl)-4-(4-((4-methoxypyridin-2-yl) carbamoyl) phenyl)-1H-imidazole-5-carboxylate